2-Isopropyl-1,3-thiazol C(C)(C)C=1SC=CN1